(4R)-4-cyano-4-methylisochroman-6-carboxylic acid C(#N)[C@@]1(COCC2=CC=C(C=C12)C(=O)O)C